FC1=C(C(=CC(=C1)OC)F)[C@H]1[C@@H](C(NC1)=O)NC(=O)NC1=CC=C(C=C1)C=1OC=CN1 |o1:10,11| (-)-1-[(3S*,4R*)-4-(2,6-difluoro-4-methoxy-phenyl)-2-oxo-pyrrolidin-3-yl]-3-[4-(oxazol-2-yl)phenyl]urea